2-(2-oxo-2-(4-(5-(trifluoromethyl)pyrimidin-2-yl)piperazin-1-yl)ethyl)piperidin O=C(CC1NCCCC1)N1CCN(CC1)C1=NC=C(C=N1)C(F)(F)F